C(C(C)C)(=O)NC1=C(C=CC(=C1NC(C(C)C)=O)C=1C=CC=C2C=CC=C(C12)C1=C(C=C(C(=O)N[C@H](C)C2=CC=CC=C2)C=C1OC)OC)C=1C=CC=C2C=CC=C(C12)C1=C(C=C(C(=O)N[C@H](C)C2=CC=CC=C2)C=C1OC)OC 4,4'-((2,3-diisobutyramido-1,4-phenylene)bis(naphthalene-8,1-diyl))bis(3,5-dimethoxy-N-((R)-1-phenylethyl)benzamide)